2-(2-fluoro-3-methyl-4-(thiazol-2-ylcarbamoyl)phenyl)-9,10-dihydro-4H-benzo[d]pyrazolo[1,5-a][1,3]diazepine-3-carboxamide FC1=C(C=CC(=C1C)C(NC=1SC=CN1)=O)C1=NN2C(NC3=C(CC2)C=CC=C3)=C1C(=O)N